5-bromo-2,3-diphenylquinoxaline BrC1=C2N=C(C(=NC2=CC=C1)C1=CC=CC=C1)C1=CC=CC=C1